IC1=CC=C(C=C1)C1=CC(=NN1)NC1=C(C=C(C=C1)NS(=O)(=O)C)C N-(4-((5-(4-iodophenyl)-1H-pyrazol-3-yl)amino)-3-methylphenyl)methanesulfonamide